C1CCN2C1=C(C=1C=CC=CC21)C(=O)NC21CN(C(CC2)C1)C(=O)OC(C)(C)C tert-butyl 4-(2,3-dihydro-1H-pyrrolo[1,2-a]indole-9-carboxamido)-2-azabicyclo[2.2.1]heptane-2-carboxylate